1,3-dihydroxypropan-2-yl (9Z)-octadecenoate C(C=CCCCCCCCCCCCCCCC)(=O)OC(CO)CO